C1(=C(C=CC=C1)C1(CCC1)O)C 1-(o-tolyl)cyclobutan-1-ol